4-Dodecanoylaminophenol C(CCCCCCCCCCC)(=O)NC1=CC=C(C=C1)O